(E)-3-(4-(6-(4-Aminopiperidin-1-yl)-5-cyano-4-(4-cyano-3-fluorophenyl)pyridin-3-yl)-2-hydroxyphenyl)-N-hydroxyacrylamide hydrochloride Cl.NC1CCN(CC1)C1=C(C(=C(C=N1)C1=CC(=C(C=C1)/C=C/C(=O)NO)O)C1=CC(=C(C=C1)C#N)F)C#N